N-(4-(piperazin-1-yl)phenyl)-4-trifluoromethylquinolin-2-amine N1(CCNCC1)C1=CC=C(C=C1)NC1=NC2=CC=CC=C2C(=C1)C(F)(F)F